O(C#N)C1=CC=C(C=C1)C(=O)C1=CC=C(C=C1)OC#N Bis(4-cyanatophenyl) ketone